N-(3-((2-((((3R,4R)-3-Hydroxypiperidin-4-yl)methyl)amino)-8-isopropylpyrazolo[1,5-a][1,3,5]triazin-4-yl)amino)phenyl)Acrylamide Bismuth [Bi].O[C@H]1CNCC[C@@H]1CNC1=NC=2N(C(=N1)NC=1C=C(C=CC1)NC(C=C)=O)N=CC2C(C)C